tert-Butyl (2-(2-allyl-1,3-dioxo-2,3-dihydro-1H-inden-2-yl)ethyl)carbamate C(C=C)C1(C(C2=CC=CC=C2C1=O)=O)CCNC(OC(C)(C)C)=O